FC1=C(C(=C(C(=C1[B-](C1=C(C(=C(C(=C1F)F)F)F)F)(C1=C(C(=C(C(=C1F)F)F)F)F)C1=C(C(=C(C(=C1F)F)F)F)F)F)F)F)F.C(CCCCCCCCCCCCCCCCC)[N+](C)(C)C octadecyldimethyl-(methyl)ammonium tetrakis(pentafluorophenyl)borate